isopropylthio-β-D-galactose C(C)(C)S[C@]1(O)[C@H](O)[C@@H](O)[C@@H](O)[C@H](O1)CO